C1(=CC=C(C=C1)C1=CC=CC=2NC(=NC21)CCC(=O)O)C=2CCCCC2 3-(4-(2',3',4',5'-tetrahydro-[1,1'-biphenyl]-4-yl)-1H-benzo[d]imidazol-2-yl)propionic acid